4-Fluorobenzyl (S)-3-cyclopropyl-2-(2-((S)-5-oxo-1-(2,3,5-trifluorobenzyl)pyrrolidin-2-yl)acetamido)propanoate C1(CC1)C[C@@H](C(=O)OCC1=CC=C(C=C1)F)NC(C[C@H]1N(C(CC1)=O)CC1=C(C(=CC(=C1)F)F)F)=O